C(C)(C)(C)OC(NCCCCCN1CCN(CC1)CC=1C=C2CN(CC2=CC1)C(C1=C(C=C(C(=C1)C(C)C)O)O)=O)=O (5-(4-((2-(2,4-dihydroxy-5-isopropylbenzoyl)isoindolin-5-yl)methyl)piperazin-1-yl)pentyl)carbamic acid tert-butyl ester